C(C)(C)OC1=CC=C(C=C1)N1COC(C1=O)C 3-(4-isopropoxyphenyl)-5-methyl-oxazolidin-4-one